1-((3,4-di-chlorophenyl)-ethynyl)cyclopentan-1-amine ClC=1C=C(C=CC1Cl)C#CC1(CCCC1)N